CC1=CC=C(C=C1)C(=O)[O-] p-toluenecarboxylate